C[Si]([N-][Si](C)(C)C)(C)C.C[Si]([N-][Si](C)(C)C)(C)C.C[Si]([N-][Si](C)(C)C)(C)C.[Y+3] yttrium tris[N,N-bis(trimethylsilyl)amide]